C(#N)S(=O)(=O)F cyanosulfonyl fluoride